Methyl (E)-3-(3-iodo-1H-pyrazolo[3,4-b]pyridin-6-yl)acrylate IC1=NNC2=NC(=CC=C21)/C=C/C(=O)OC